4-(1H-tetrazol-5-yl)piperidine trifluoroacetic acid salt FC(C(=O)O)(F)F.N1N=NN=C1C1CCNCC1